ethyl 3-(5-(4-methoxybenzyl)-4-oxo-3-(trifluoromethyl)-4,5-dihydro-1H-pyrazolo[3,4-d]pyridazin-1-yl)butanoate COC1=CC=C(CN2N=CC3=C(C2=O)C(=NN3C(CC(=O)OCC)C)C(F)(F)F)C=C1